C=NC(C(=O)[O-])CC N-methyl-yl-aminobutyrate